NC1=C(C(=NN1C(C([2H])([2H])[2H])(C)[2H])C1=CC=C(C=C1)C(C(=O)O)C)C#N 2-[4-[5-Amino-4-cyano-1-(1,2,2,2-tetradeuterio-1-methyl-ethyl)pyrazol-3-yl]phenyl]propanoic acid